C1(CCC1)[C@H](C)NCC1=C2C(=NC(=C1)C(=O)NC1=CC(=CC=C1)C1(CC(C1)C)C1=NN=CN1C)C(CC2)(F)F 4-((((S)-1-cyclobutylethyl)amino)methyl)-7,7-difluoro-N-(3-((1s,3R)-3-methyl-1-(4-methyl-4H-1,2,4-triazol-3-yl)cyclobutyl)phenyl)-6,7-dihydro-5H-cyclopenta[b]pyridine-2-carboxamide